FC=1C=CC=2N(C3=CC=CC=C3C2C1)CC(CN1C2=CC=CC=C2C=2C=C(C=CC12)F)O 1,3-bis(3-fluoro-9H-carbazol-9-yl)-2-propanol